[PH2](OC(CCC)(CCC)C=1SC=CC1)=S thiophenyl-(n-propyl-n-butyl) thiophosphinate